FC1(CCC(CC1)(C1=CC=CC=C1)NC(NC1=CC=C(C(=O)NCCCCCCC(=O)NO)C=C1)=O)F 4-(3-(4,4-difluoro-1-phenylcyclohexyl)ureido)-N-(7-(hydroxyamino)-7-oxoheptyl)benzamide